C(C(C)C)(=O)OC1=CC(=CC(=C1)C=NC1=CC=C(C=C1)CN(CC)CC)Cl 3-chloro-5-((4-((di-ethylamino)methyl)phenylimino)methyl)phenyl isobutyrate